N(=[N+]=[N-])CCOCCOCCOCCOCCNC 2-[2-[2-[2-(2-azidoethoxy)ethoxy]ethoxy]ethoxy]-N-methyl-ethanamine